(2S,5R,8S)-2-amino-5,8-dimethyl-3,6,9-trioxo-12-thia-4,7,10-triazaoctadecan-18-oic acid N[C@@H](C)C(N[C@@H](C(N[C@H](C(NCSCCCCCC(=O)O)=O)C)=O)C)=O